4-chloro-2,5-dimethyl-aniline ClC1=CC(=C(N)C=C1C)C